7-n-Butyl-1,4-dimethylazulen C(CCC)C1=CC=C(C2=CC=C(C2=C1)C)C